4-(benzo[b]thiophen-4-yl)-1-(isobutyryloxymethyl)-1-(4-(2-oxo-1,2-dihydroquinolin-7-yloxy)butyl)piperazin-1-ium chloride [Cl-].S1C2=C(C=C1)C(=CC=C2)N2CC[N+](CC2)(CCCCOC2=CC=C1C=CC(NC1=C2)=O)COC(C(C)C)=O